N-(2,4,6-trimethylbenzenesulfonyl)aniline CC1=C(C(=CC(=C1)C)C)S(=O)(=O)NC1=CC=CC=C1